C(C)N1CCN(CC1)CC=1C=CC(=NC1)N1CN=C(C(=C1)F)C=1C=C2C(C(=NC2=C(C1)F)C)(C)C N-(5-((4-ethylpiperazin-1-yl)methyl)pyridin-2-yl)-5-fluoro-4-(7-fluoro-2,3,3-trimethyl-3H-indol-5-yl)pyrimidine